ClC1=NC2=C(C=C(C=C2C(=N1)N1C[C@@]2(CC[C@H](C1)N2C(=O)[O-])C)F)F (1S,5R)-3-(2-chloro-6,8-difluoroquinazolin-4-yl)-1-methyl-3,8-diazabicyclo[3.2.1]octane-8-carboxylate